1-(2,6-dichlorophenyl)-4-(phenylamino)-1H-pyrazole-3-carboxamide ClC1=C(C(=CC=C1)Cl)N1N=C(C(=C1)NC1=CC=CC=C1)C(=O)N